ClC1=CC2=C(C=N1)C1CCC(C2)N1C(=O)NC1=CC(=C(C=C1)Cl)Cl 3-chloro-N-(3,4-dichlorophenyl)-6,7,8,9-tetrahydro-5H-6,9-epiminocyclohepta[c]pyridine-10-carboxamide